C(C)(C)(C)OC(CC1=CC=C(C=C1)N1C=NC2=C1C=CC(=C2)C(NC)=O)=O [4-(5-Methylcarbamoyl-benzoimidazol-1-yl)-phenyl]-acetic acid tert-butyl ester